O=C1N(C(C2=CC=CC=C12)=O)CC\C=N\S(=O)C(C)(C)C (E)-N-(3-(1,3-dioxoisoindolin-2-yl)propylidene)-2-methylpropane-2-sulfinamide